C(C)OC(=O)C1=CN(C=C1)C1=C(C=CC=C1)F (2-fluorophenyl)-1H-pyrrole-3-carboxylic acid ethyl ester